Copper (II) acetate C(C)(=O)[O-].[Cu+2].C(C)(=O)[O-]